C(C(C)C)(=O)NC1=C(C(=C(O)C=C1)C=1SC=CN1)O isobutyrylaminothiazolylresorcinol